5-methylbutylaminocarbonyl-7-oxo-bicyclo[2.2.1]Hept-2-ene CC1C2C=CC(C1)(C2=O)C(=O)NCCCC